OC1CCOC2=C(N=CC=C21)C(=O)O 4-hydroxy-3,4-dihydro-2H-pyrano[2,3-c]pyridine-8-carboxylic acid